o-nitrophenolat [N+](=O)([O-])C1=C(C=CC=C1)[O-]